1-[3,5-dichloro-2-(2-hydroxyethyl)phenyl]-3-(2,6-difluoropyridin-4-yl)urea ClC=1C(=C(C=C(C1)Cl)NC(=O)NC1=CC(=NC(=C1)F)F)CCO